CCCCCCC=CCCCCCCCCCCCCCCCCCCCCC 7-Nonacosene